dicyclohexylformamide choline chloride [Cl-].OCC[N+](C)(C)C.C1(CCCCC1)N(C=O)C1CCCCC1